C(=O)(O)C1=CC=C(C=C1)NC([C@@H](CC1CC1)C1=[N+](C=C(C(=C1)C)C1=C(C(=CC=C1OC(F)F)Cl)F)[O-])=O |r| (S)- and (R)-2-(1-((4-carboxyphenyl)amino)-3-cyclopropyl-1-oxopropan-2-yl)-5-(3-chloro-6-(difluoromethoxy)-2-fluorophenyl)-4-methylpyridine 1-oxide